triphenylmethylium tetrakis(2,3,5,6-tetrafluorophenyl)borate FC1=C(C(=C(C=C1F)F)F)[B-](C1=C(C(=CC(=C1F)F)F)F)(C1=C(C(=CC(=C1F)F)F)F)C1=C(C(=CC(=C1F)F)F)F.C1(=CC=CC=C1)[C+](C1=CC=CC=C1)C1=CC=CC=C1